trimethoxy[2-(2-aminoethyl)-3-aminopropyl]silane CO[Si](CC(CN)CCN)(OC)OC